(2S,4R)-4-hydroxy-1-(3-isopropylbenzoyl)-N-(4-(oxazol-5-yl)benzyl)pyrrolidine-2-carboxamide O[C@@H]1C[C@H](N(C1)C(C1=CC(=CC=C1)C(C)C)=O)C(=O)NCC1=CC=C(C=C1)C1=CN=CO1